3-[3-methyl-2-oxo-4-(4-piperidylmethyl)benzimidazol-1-yl]piperidine CN1C(N(C2=C1C(=CC=C2)CC2CCNCC2)C2CNCCC2)=O